C(C)(C)(C)OC(NC=1C=C(C=C2C=C(N=CC12)NC(=O)[C@H]1[C@@H](C1)C#N)N1C(OC[C@H]1C)=O)=O 3-(trans-2-cyanocyclopropanecarboxamido)-6-((R)-4-methyl-2-oxooxazolidin-3-yl)Isoquinolin-8-ylcarbamic acid tert-butyl ester